1-[2-(4-ethylpiperazin-1-yl)ethyl]-3-[3-(2-methoxyphenyl)-1-[[2-(trimethylsilyl)ethoxy]methyl]pyrrolo[2,3-b]pyridin-6-yl]urea C(C)N1CCN(CC1)CCNC(=O)NC1=CC=C2C(=N1)N(C=C2C2=C(C=CC=C2)OC)COCC[Si](C)(C)C